COC1=CC=C2C(=CC=NC2=C1)OC1=CC=C(C=C1)S(=O)(=N)N1CCOCC1 4-(4-((7-methoxyquinolin-4-yl)oxy)phenylsulfonimidoyl)morpholine